FC=1C=C(C=C(C1)F)B(C1=CC=C(C=C1)C=C)C1=CC(=CC(=C1)F)F bis(3,5-difluorophenyl)(4-vinylphenyl)boron